2,6-diisocyanato-adamantane N(=C=O)C1C2CC3C(C(CC1C3)C2)N=C=O